CCCC(C)C=1C(=C(C=O)C=CC1)C1CCCCC1 4-trans-(4-pentyl)cyclohexylbenzaldehyde